BrC=1C=C(N(N1)C1=NC=CC=C1Cl)C(=O)NC1=C(C=C(C=C1C)C(F)(F)F)C(N)=O 5-bromo-N-[2-carbamoyl-6-methyl-4-(trifluoromethyl)phenyl]-2-(3-chloro-2-pyridyl)pyrazole-3-carboxamide